CCCCCCCCCCCCCCCC[N+]1C=CC=CC=1 cetylpyridinium